FC=1C=C(C=C(C1)OC1=CC(=CC=C1)C(F)(F)F)NC(C=C)=O N-(3-fluoro-5-(3-(trifluoromethyl)phenoxy)phenyl)acrylamide